6-(3-amino-5-fluoro-6-(4-morpholinophenyl)pyrazin-2-yl)-3-((methylamino)methyl)-3,4-dihydroisoquinolin-1(2H)-one NC=1C(=NC(=C(N1)F)C1=CC=C(C=C1)N1CCOCC1)C=1C=C2CC(NC(C2=CC1)=O)CNC